(R)-4-bromo-N-(8,9-difluoro-6-oxo-1,4,5,6-tetrahydro-2H-pyrano[3,4-c]isoquinolin-1-yl)-N-methyl-1H-pyrrolo[2,3-c]pyridine-2-carboxamide BrC1=C2C(=CN=C1)NC(=C2)C(=O)N(C)[C@H]2COCC=1NC(C=3C=C(C(=CC3C12)F)F)=O